boc-DL-valine C(=O)(OC(C)(C)C)N[C@@H](C(C)C)C(=O)O |r|